[Ta].[Ru] Ruthenium-tantalum